ClC1=C(C=CC=C1)C1=CC=NC2=CC(=CC=C12)O[C@H](C(=O)N1CCCCC1)C (3S)-1-[(2S)-2-[[4-(2-Chlorophenyl)-7-quinolyl]oxy]propanoyl]piperidin